N-(3-(difluoromethyl)-1-(1-((6-(2,4-dioxotetrahydropyrimidin-1(2H)-yl)pyridin-3-yl)methyl)piperidin-4-yl)-1H-pyrazol-4-yl)-5-morpholinopyrazolo[1,5-a]pyrimidine-3-carboxamide FC(C1=NN(C=C1NC(=O)C=1C=NN2C1N=C(C=C2)N2CCOCC2)C2CCN(CC2)CC=2C=NC(=CC2)N2C(NC(CC2)=O)=O)F